N-(Tetrahydrofuran-3-yl)-5,6,7,8-tetrahydropyrido[4,3-d]pyrimidin-4-amine dihydrochloride Cl.Cl.O1CC(CC1)NC=1C2=C(N=CN1)CCNC2